O'-(2-(prolyloxy) propane-1,3-diyl) adipate C1(CCCCC(=O)OCC(CO1)OC([C@H]1NCCC1)=O)=O